2-amino-6-cyano-6-(4-fluorophenyl)-7-oxo-4,5,6,7-tetrahydro-1-benzothiophene-3-carboxamide NC=1SC2=C(C1C(=O)N)CCC(C2=O)(C2=CC=C(C=C2)F)C#N